3'-(2-Hydroxyethoxy)-6-((4-(3-(pyridin-3-yl)ureido)phenyl)ethynyl)-[1,1'-biphenyl]-2-carboxylic acid methyl ester COC(=O)C=1C(=C(C=CC1)C#CC1=CC=C(C=C1)NC(=O)NC=1C=NC=CC1)C1=CC(=CC=C1)OCCO